3,7,11,11-tetramethyl-bicyclo[8.1.0]undec-2,6-diene CC1=CC2C(C2CCC(=CCC1)C)(C)C